[Si](C)(C)(C(C)(C)C)OCCN(C(C(C)C)=O)[C@@H]1CNCC1 (s)-N-(2-((tert-butyldimethylsilyl)oxy)ethyl)-N-(pyrrolidin-3-yl)isobutyramide